N-(propan-2-yl)-5-(thiophene-2-yl)-7-(trifluoromethyl)pyrazolo[1,5-a]pyrimidine-3-carboxamide CC(C)NC(=O)C=1C=NN2C1N=C(C=C2C(F)(F)F)C=2SC=CC2